difluoro-(3-hydroxy-adamantan-1-ylmethoxycarbonyl)-sodium methanesulfonate CS(=O)(=O)O.FC(OC(=O)[Na])(C12CC3(CC(CC(C1)C3)C2)O)F